2-(7-((2S,5R)-4-(1-(2-(1-(difluoromethoxy)ethyl)-4-fluorophenyl)ethyl)-2,5-dimethylpiperazin-1-yl)-4-methyl-5-oxo-4,5-dihydro-2H-pyrazolo[4,3-b]pyridin-2-yl)acetonitrile FC(OC(C)C1=C(C=CC(=C1)F)C(C)N1C[C@@H](N(C[C@H]1C)C=1C=2C(N(C(C1)=O)C)=CN(N2)CC#N)C)F